NC1=C(C(NC2=C(C=CC=C12)C=1C=NC=CC1OC)=O)C(=O)NC 4-Amino-8-(4-methoxy-3-pyridyl)-N-methyl-2-oxo-1H-quinoline-3-carboxamide